3-(difluoromethyl)pyridinecarboxylic acid isopropyl ester C(C)(C)OC(=O)C1=NC=CC=C1C(F)F